CC1=NC(=NC2=C1SN(C1=C2C=CC=C1)CC=C)NC1=CC=C(C=C1)N1CCN(CC1)C methyl-6-allyl-2-{[4-(4-methylpiperazin-1-yl)phenyl]amino}-6H-pyrimido[5,4-c][2,1]benzothiazine